CC1(CCN(CC1)C1=CN=C2C(=N1)NN=C2N2CC[C@H](C1=NC=CC=C21)C)CN |o1:19| Rel-(R)-(4-methyl-1-(3-(4-methyl-3,4-dihydro-1,5-naphthyridin-1(2H)-yl)-1H-pyrazolo[3,4-b]pyrazin-6-yl)piperidin-4-yl)methanamine